Methoxybenzyl cyanide COC(C1=CC=CC=C1)C#N